5-(8-((1R,2R)-2-fluoro-2-phenylcyclopropyl)imidazo[1,2-b]pyridazin-6-yl)pyrimidine-2,4(1H,3H)-dione F[C@]1([C@H](C1)C=1C=2N(N=C(C1)C=1C(NC(NC1)=O)=O)C=CN2)C2=CC=CC=C2